2-methoxy-N-methyl-N-(1-methylpiperidin-4-yl)-4-(6-(5-pentanamidothiophen-3-yl)pyrazin-2-yl)benzamide COC1=C(C(=O)N(C2CCN(CC2)C)C)C=CC(=C1)C1=NC(=CN=C1)C1=CSC(=C1)NC(CCCC)=O